1-[3-[2-(2,6-dioxo-3-piperidinyl)-1,3-dioxo-isoindol-5-yl]oxycyclobutyl]piperidine-4-carboxylic acid O=C1NC(CCC1N1C(C2=CC=C(C=C2C1=O)OC1CC(C1)N1CCC(CC1)C(=O)O)=O)=O